BrC(C(=O)OCC)C Ethyl bromopropionate